NCCCN[C@@H](CCCN)C(=O)O 3-amino-propan-1-yl-(ornithine)